C1(=CC=CC=C1)S(=O)(=O)/C=C/CNC(=O)C=1C(NC=2CCN(CC2C1)C(=O)C12CC(C1)(C2)C)=O N-[(2E)-3-(benzenesulfonyl)prop-2-en-1-yl]-6-{3-methylbicyclo[1.1.1]pentane-1-carbonyl}-2-oxo-1,2,5,6,7,8-hexahydro-1,6-naphthyridine-3-carboxamide